COC1=CC=CC(=N1)N1N=NC(=C1)C=1C=C2CN(C(C2=CC1)=O)C1C(NC(CC1)=O)=O 3-(5-(1-(6-methoxypyridin-2-yl)-1H-1,2,3-triazol-4-yl)-1-oxoisoindolin-2-yl)piperidine-2,6-dione